NC1=C(C=2C(=NC=C(C2S1)F)C=1C2=C(C=3C=NC(=NC3C1F)N1C[C@H](CC1)NC1CCC1)COC2)C#N 2-Amino-4-(3-((S)-3-(cyclobutylamino)pyrrolidin-1-yl)-5-fluoro-7,9-dihydrofuro[3,4-f]quinazolin-6-yl)-7-fluorothieno[3,2-c]pyridine-3-carbonitrile